FC(C(C(C)C)=O)(F)F 1,1,1-trifluoro-3-methylbutan-2-one